C(C)C1=CC=CC2=C(C3=C(C=CC=C3C(=C12)OC(=O)CCC(=O)O)CC)OC(=O)CCC(=O)O 1,5-diethyl-9,10-bis(2-carboxyethyl)carbonyloxyanthracene